Cis-(4aS,9bS)-7-chloro-8-fluoro-1,2,3,4,4a,9b-hexahydrobenzofuro[3,2-b]pyridine hydrochloride Cl.ClC1=CC2=C(C=C1F)[C@@H]1NCCC[C@@H]1O2